N-(2-carbamoylethyl)[1-(2-{[1-(3-chloro(2-pyridyl))-isopropyl]amino}pyrimidin-5-yl)pyrazol-4-yl]carboxamide C(N)(=O)CCNC(=O)C=1C=NN(C1)C=1C=NC(=NC1)NC(C)(C)C1=NC=CC=C1Cl